(S)-1-(3-((6-((5-(5-phenyl-1,3,4-oxadiazol-2-yl)thiazol-2-yl)amino)pyridin-2-yl)amino)piperidin-1-yl)prop-2-en-1-one C1(=CC=CC=C1)C1=NN=C(O1)C1=CN=C(S1)NC1=CC=CC(=N1)N[C@@H]1CN(CCC1)C(C=C)=O